N1=NC(=NN=C1)C=1C=C(CN(CC(=O)OC(C)(C)C)C(=O)OC(C)(C)C)C=C(C1)[Sn](C)(C)C tert-butyl 2-((3-(1,2,4,5-tetrazin-3-yl)-5-(trimethylstannyl)benzyl)(tert-butoxycarbonyl)amino)acetate